Europium phosphate P(=O)([O-])([O-])[O-].[Eu+3]